6-[(7S)-2-{3-[4-(3,5-Dimethylpyridin-2-yl)phenyl]-1H-pyrazolo[3,4-b]pyridin-5-yl}-6,7,8,9-tetrahydro-5H-benzo[7]annulen-7-yl]-3-oxa-6-azabicyclo[3.1.1]heptane CC=1C(=NC=C(C1)C)C1=CC=C(C=C1)C1=NNC2=NC=C(C=C21)C=2C=CC1=C(CC[C@H](CC1)N1C3COCC1C3)C2